ethyl-[(4-methoxyphenyl)methyl]amine C(C)NCC1=CC=C(C=C1)OC